FC=1C=C2C=NN(C2=CC1C1=C2C(=CN=C1)N(N=C2)CC(=O)NCC(=O)NCC(=O)OC)C methyl 2-(2-{2-[4-(5-fluoro-1-methylindazol-6-yl)pyrazolo[3,4-c]pyridin-1-yl]acetamido}acetamido)acetate